COC[C@H](N)C1=CC=CC=C1 (1R)-2-methoxy-1-phenyl-ethanamine